3-isopropyl-2-methoxypyridine C(C)(C)C=1C(=NC=CC1)OC